N1(CC2(CCC1)OCC1=C2N=CN=C1)CC1=C(N=C(S1)NC(C)=O)F N-(5-((5H-spiro[furo[3,4-d]pyrimidin-7,3'-piperidin]-1'-yl)methyl)-4-fluorothiazol-2-yl)acetamide